CC1=C(C(N)=S)C(=CC(=C1)C)C 2,4,6-trimethylbenzothioamide